FC(N1C(C(=CC(=C1)N=C(C1=CC=CC=C1)C1=CC=CC=C1)OC[C@@H](C)NC(OC(C)(C)C)=O)=O)F tert-butyl (R)-(1-((1-(difluoromethyl)-5-((diphenylmethylene)amino)-2-oxo-1,2-dihydropyridin-3-yl)oxy)propan-2-yl)carbamate